BrC=1N=C(SC1)OC1=CC(=C(N)C=C1)F 4-(4-bromothiazol-2-yl)oxy-2-fluoro-aniline